4-Amino-5-(4-methylphenyl)-7-(t-butyl)pyrazolo[3,4-d]-pyrimidine NC1=C2C(N(CN1C1=CC=C(C=C1)C)C(C)(C)C)=NN=C2